N-tert-butyl-6-[(2,6-difluoro-4-pyridyl)amino]pyridine-2-carboxamide C(C)(C)(C)NC(=O)C1=NC(=CC=C1)NC1=CC(=NC(=C1)F)F